N-benzyl-(R)-2-amino-3-methoxypropionamide C(C1=CC=CC=C1)NC([C@@H](COC)N)=O